IC1=CC=C2C(=CN(C2=C1)C1OCCCC1)\C=C\C=1C=NN(C1)CCCN1CCCC1 6-iodo-3-[(trans)-2-[1-(3-pyrrolidin-1-ylpropyl)pyrazol-4-yl]vinyl]-1-tetrahydropyran-2-yl-indole